1-(2H-1,3-benzodioxol-5-yl)-2-(ethylamino)propan-1-one O1COC2=C1C=CC(=C2)C(C(C)NCC)=O